2-(2,3-dihydro-1H-inden-5-yl)-2-oxoacetic acid C1CCC2=CC(=CC=C12)C(C(=O)O)=O